N1=NN=C(C=C1)[2H] triazine-d1